(S)-1-(2,6-difluoro-4-(2-(methylsulfonamido)ethoxy)benzyl)-3,4-dimethyl-2-oxo-N-(2,4,6-trifluorobenzyl)-1,2,3,4-tetrahydroquinazoline-7-carboxamide FC1=C(CN2C(N([C@H](C3=CC=C(C=C23)C(=O)NCC2=C(C=C(C=C2F)F)F)C)C)=O)C(=CC(=C1)OCCNS(=O)(=O)C)F